N6-Benzoyl-2'-fluoro-2'-deoxyadenosine C(C1=CC=CC=C1)(=O)NC=1C=2N=CN([C@H]3[C@@H]([C@H](O)[C@@H](CO)O3)F)C2N=CN1